C1(CC1)N1N=C(C2=C1C=NN(C2=O)CC(=O)N[C@@H](C)C2=CC=C(C=C2)C)C (S)-2-(1-Cyclopropyl-3-methyl-4-oxo-1,4-dihydro-5H-pyrazolo[3,4-d]pyridazin-5-yl)-N-(1-(p-tolyl)ethyl)acetamid